C(#N)C1=CC(=CC2=C1SC(=C2)C=2SC(=C(N2)C)C(=O)OCC)C(CF)CF Ethyl 2-(7-cyano-5-(1,3-difluoropropan-2-yl) benzo[b]thiophen-2-yl)-4-methylthiazole-5-carboxylate